2-[9H-fluoren-9-yl-methoxycarbonyl(2-methyl-propyl)amino]acetic acid C1=CC=CC=2C3=CC=CC=C3C(C12)COC(=O)N(CC(=O)O)CC(C)C